5-(9,9-dimethylacridine-10(9H)-yl)selenophene-2-carbaldehyde CC1(C2=CC=CC=C2N(C=2C=CC=CC12)C1=CC=C([Se]1)C=O)C